2-amino-6-hydroxy-6-methyl-2-(4-(trifluoromethyl)phenyl)cyclohexan-1-one NC1(C(C(CCC1)(C)O)=O)C1=CC=C(C=C1)C(F)(F)F